ClC1=C(C=C(C=C1C=1C=NC2=CC(=NC=C2C1)N(C)CC1=CC=C(C=C1)OC)NC(C1=NC=CC(=C1)C(C)(C)C#N)=O)F N-(4-chloro-3-fluoro-5-(7-((4-methoxybenzyl)(methyl)amino)-1,6-naphthyridin-3-yl)phenyl)-4-(2-cyanopropan-2-yl)picolinamide